FC(C(=O)O)(F)F.C1NCC2C1CC(C2)NC(=O)C=2OC(=CC2)C(F)(F)F N-(octahydrocyclopenta[c]pyrrol-5-yl)-5-(trifluoromethyl)furan-2-carboxamide 2,2,2-trifluoroacetate